Prolyl-isoleucyl-selenomethionine N1[C@@H](CCC1)C(=O)N[C@@H]([C@@H](C)CC)C(=O)N[C@@H](CC[Se]C)C(=O)O